(Z)-6-amino-4-hydrazono-7-(3-methoxy-2,6-dimethylphenyl)-4,7-dihydro-3H-pyrrolo[2,3-d]pyrimidine-5-carbonitrile NC1=C(C/2=C(N=CN\C2=N/N)N1C1=C(C(=CC=C1C)OC)C)C#N